ClC1=C(C=O)C=CC=N1 2-chloronicotinaldehyde